C(C1=CC=CC=C1)OC1=C(C=O)C=CC(=C1F)OCC1=CC=CC=C1 2,4-Bis(benzyloxy)-3-fluorobenzaldehyde